Cl.OCCOCCNC(=O)C1CNC1 N-[2-(2-hydroxyethoxy)ethyl]azetidine-3-carboxamide hydrochloride